C(CC)NCCO 2-(propylamino)ethane-1-ol